COC1=C(C(=O)P(C2=C(CC(C=C2)(C)C)C)(C(C2=C(C=CC=C2OC)OC)=O)=O)C(=CC=C1)OC bis-(2,6-dimethoxybenzoyl)-2,4,4-trimethylphenyl-phosphine oxide